C(C=C)N1N(C2=NC(=NC=C2C1=O)NC=1C=C2C=NN(C2=CC1)CC(C)C)C1=NC(=CC=C1)OC1CCN(CC1)C 2-allyl-6-((1-isobutyl-1H-indazol-5-yl)amino)-1-(6-((1-methylpiperidin-4-yl)oxy)pyridin-2-yl)-1,2-dihydro-3H-pyrazolo[3,4-d]pyrimidin-3-one